FC1=C(C=C(C=C1)C)C(=O)N1CCC2(C(N3[C@H](O2)CC[C@H]3C3=CC(=CC=C3)F)=O)CC1 (5'S,7a'R)-1-(2-fluoro-5-methylbenzene-1-carbonyl)-5'-(3-fluoro-phenyl)tetrahydro-3'H-spiro[piperidine-4,2'-pyrrolo[2,1-b][1,3]oxazol]-3'-one